1,2-dibromo-2-chloro-1,1-difluoroethane BrC(C(Cl)Br)(F)F